N[C@@H](C(=O)N1CCN(CC1)C(C1=C(C=C(C=C1)NC=1C=2N(C=CN1)C(=CN2)C=2C(=NN(C2)CC(F)F)C(F)F)CC)=O)C (R)-2-amino-1-(4-(4-((3-(1-(2,2-difluoroethyl)-3-(difluoromethyl)-1H-pyrazol-4-yl)imidazo[1,2-a]pyrazin-8-yl)amino)-2-ethylbenzoyl)piperazin-1-yl)propan-1-one